[Si](C1=CC=CC=C1)(C1=CC=CC=C1)(C(C)(C)C)OC[C@H]1NC(C2=CC=3N=CC(=CC3N2C1)F)=O (12S)-12-[[tert-butyl(diphenyl)silyl]oxymethyl]-4-fluoro-1,6,11-triazatricyclo[7.4.0.02,7]trideca-2(7),3,5,8-tetraen-10-one